C(CC)N1CCN(CC1)C=1N=C2N(CC1)C=CC=C2 (4-propylpiperazin-1-yl)-4H-pyrido[1,2-a]pyrimidin